N-(1-(1-(2,4-bis(trifluoromethyl)phenyl)ethyl)-1H-pyrazol-4-yl)-5-bromopyridinecarboxamide FC(C1=C(C=CC(=C1)C(F)(F)F)C(C)N1N=CC(=C1)NC(=O)C1=NC=C(C=C1)Br)(F)F